(S)-N-(3-chloro-4-fluorophenyl)-1-(6-methyl-4-(trifluoromethyl)pyridine-2-yl)pyrrolidine-2-carboxamide ClC=1C=C(C=CC1F)NC(=O)[C@H]1N(CCC1)C1=NC(=CC(=C1)C(F)(F)F)C